2-chloro-N-(2-chloroethyl)ethylamine hydrochloride Cl.ClCCNCCCl